2-amino-4-(butylamino)-6-(3-(piperazine-1-carbonyl)benzyl)pyrido[4,3-d]pyrimidin-5(6H)-one NC=1N=C(C2=C(N1)C=CN(C2=O)CC2=CC(=CC=C2)C(=O)N2CCNCC2)NCCCC